(dimethylamino)pentan-1-ol CN(C)C(CCCC)O